FC1(C(N(C2=C(N(C1)C(C)C)N=C(N=C2)NC2=CC(=C(C(=O)OC)C=C2OC)F)C)=O)F methyl 4-((7,7-difluoro-9-isopropyl-5-methyl-6-oxo-6,7,8,9-tetrahydro-5H-pyrimido[4,5-b][1,4]diazepin-2-yl)amino)-2-fluoro-5-methoxybenzoate